NC1=NC=2CC[C@H]([C@@H](C2C=C1)O)[C@H]1N2C(C3=CC=CC=C13)=CN=C2 (5S,6S)-2-amino-6-((R)-5H-imidazo[5,1-a]isoindol-5-yl)-5,6,7,8-tetrahydroquinolin-5-ol